(2R)-2-{4-[(isopropylsulfonyl)amino]phenyl}propanamide sodium salt [Na+].C(C)(C)S(=O)(=O)NC1=CC=C(C=C1)[C@H](C(=O)[NH-])C